P(OCCCO)(OCCCO)([O-])=O bis-hydroxypropyl phosphorate